(R)-(6-(3-methyl-1H-pyrrolo[2,3-b]pyridin-5-yl)-8-(morpholin-3-yl)-3,4-dihydroisoquinolin-2(1H)-yl)(3-methyloxetan-3-yl)methanone CC1=CNC2=NC=C(C=C21)C=2C=C1CCN(CC1=C(C2)[C@H]2NCCOC2)C(=O)C2(COC2)C